Lauryl Pyroglutamate N1[C@@H](CCC1=O)C(=O)OCCCCCCCCCCCC